(4R,6S)-4-ethylamino-6-methyl-5,6-dihydro-4H-thieno[2,3-b]thiopyran-2-sulfonamide-7,7-dioxide C(C)N[C@H]1C2=C(S([C@H](C1)C)(=O)=O)SC(=C2)S(=O)(=O)N